C1(=CC=CC=C1)SC1=CC=C(C(=O)C(CCCCCC)=NC2=C(C(=O)O)C=CC=C2)C=C1.C(C)(CC)B(C(C)CC)C(C)CC tri(sec-butyl)boron [1-(4-Phenylsulfanylbenzoyl)heptylideneamino]benzoate